ClC1=CC=C(CNC(=O)NC2=CC=C(C=C2)S(=O)(=O)CC2OCCC2)C=C1 1-(4-chlorobenzyl)-3-(4-(((tetrahydrofuran-2-yl)methyl)sulfonyl)phenyl)urea